C(C=CCCC=CCC)OC1=CC=C(C=C1)CCC(C)=O 4-(4-((nona-2,6-dien-1-yl)oxy)phenyl)butan-2-one